COC1=CC2=C(N=C(S2)C(=O)NC=2C=CC=3N(C2)C=C(N3)C3N(CCC3)C)C=C1 6-methoxy-N-[2-(1-methylpyrrolidin-2-yl)imidazo[1,2-a]pyridin-6-yl]-1,3-benzothiazole-2-carboxamide